COC(=O)C=1C=C(C(N(C1)C)=O)C1=C(N(N=C1)C)OCCC[C@H](CNC1=C2CCN(CC2=CC=C1[N+](=O)[O-])C(=O)OC(C)(C)C)C tert-butyl 5-{[(2R)-5-({4-[5-(methoxycarbonyl)-1-methyl-2-oxopyridin-3-yl]-2-methylpyrazol-3-yl} oxy)-2-methylpentyl] amino}-6-nitro-3,4-dihydro-1H-isoquinoline-2-carboxylate